ClC1=NC=C(C(=N1)NC1=CC2=C(CCO2)C=C1N(S(=O)(=O)C)C)C(=O)OC(C)C isopropyl 2-chloro-4-((5-(N-methylmethylsulfonamido)-2,3-dihydrobenzofuran-6-yl)amino)pyrimidine-5-carboxylate